(Z)-5-(3-ethoxy-3-oxoprop-1-en-1-yl)-2-methoxybenzoic acid tert-butyl ester C(C)(C)(C)OC(C1=C(C=CC(=C1)\C=C/C(=O)OCC)OC)=O